2,3-Dihydrobenzofuran-7-amine O1CCC2=C1C(=CC=C2)N